O1CCN(CC1)S(=O)(=O)C1=CC=C(C=C1)C1=CC=C(C=C1)C=1N=NN(C1C(=O)OCC)COCC[Si](C)(C)C Ethyl 4-(4'-(morpholinosulfonyl)-[1,1'-biphenyl]-4-yl)-1-((2-(trimethylsilyl)ethoxy)methyl)-1H-1,2,3-triazole-5-carboxylate